N[C@H](C(=O)N[C@H](C(=O)N[C@@H](C(=O)N[C@@H](CC1=CC=C(C=C1)O)C(=O)O)CC1=CC2=CC=CC=C2C=C1)CCCCNC(CCCCCCC)=O)CC=1N=CN(C1)C(C1=CC=CC=C1)(C1=CC=CC=C1)C1=CC=CC=C1 ((R)-2-((S)-2-((S)-2-amino-3-(1-trityl-1H-imidazol-4-yl)propanamido)-6-octanamidohexanamido)-3-(naphthalen-2-yl)propanoyl)-L-tyrosine